COC(=O)C1=NC2=C(C=CC=C2C=C1)B(O)O 2-(METHOXYCARBONYL)QUINOLIN-8-YLBORONIC ACID